5-Bromo-7-iodo-2,3-dihydro-[1,4]dioxino[2,3-c]pyridine-2-carbaldehyde BrC1=NC(=CC2=C1OCC(O2)C=O)I